C(OC1=CC=CC=C1)([O-])=S O-phenyl carbonothioate